(R)-N4-(3-((2,2-Difluoroethyl)carbamoyl)-1-methyl-1H-pyrazol-5-yl)-2-methyl-N1-((S)-11-oxo-2,3,10,11-tetrahydro-1H,5H-benzo[d]pyrazolo[1,2-a][1,2]diazepin-10-yl)succinamid FC(CNC(=O)C1=NN(C(=C1)NC(C[C@H](C(=O)N[C@H]1C2=C(CN3N(C1=O)CCC3)C=CC=C2)C)=O)C)F